(1S,3R)-3-((7-cyano-2-(3'-(3-(((R)-3-hydroxypyrrolidin-1-yl)methyl)-1,7-naphthyridin-8-ylamino)-2,2'-dimethyl-biphenyl-3-yl)benzo[d]oxazol-5-yl)methylamino)cyclopentanecarboxylic acid C(#N)C1=CC(=CC=2N=C(OC21)C=2C(=C(C=CC2)C2=C(C(=CC=C2)NC=2N=CC=C1C=C(C=NC21)CN2C[C@@H](CC2)O)C)C)CN[C@H]2C[C@H](CC2)C(=O)O